tetraphosphorus decasulfide P12(=S)SP3(=S)SP(=S)(S1)SP(=S)(S2)S3